4-((3-(5-fluoropyrimidin-2-yl)-2-methoxyphenyl)amino)-N-(methyl-d3)-6-((1-methyl-6-oxo-1,6-dihydropyrimidin-4-yl)amino)pyridazine-3-carboxamide FC=1C=NC(=NC1)C=1C(=C(C=CC1)NC1=C(N=NC(=C1)NC=1N=CN(C(C1)=O)C)C(=O)NC([2H])([2H])[2H])OC